FC1(CC(C1)NC1=NN2C(C=N1)=C(C=C2)C2=CC=C1C(=N2)N(C(=N1)C)CCF)F N-(3,3-difluorocyclobutyl)-5-(3-(2-fluoroethyl)-2-methyl-3H-imidazo[4,5-b]pyridin-5-yl)pyrrolo[2,1-f][1,2,4]triazin-2-amine